ClC=1N(C(N(C1C1=CC=C(C=C1)Cl)C[C@@H](C(F)(F)F)O)=O)CC1=NN(C(=N1)[C@H](C)O)C1=C(C=CC=C1F)Cl 4-chloro-5-(4-chlorophenyl)-3-((1-(2-chloro-6-fluorophenyl)-5-((S)-1-hydroxyethyl)-1H-1,2,4-triazol-3-yl)methyl)-1-((S)-3,3,3-trifluoro-2-hydroxypropyl)-1,3-dihydro-2H-imidazol-2-one